4-(6-(4-(dimethylamino)-4-(pyridin-2-ylmethyl)piperidin-1-yl)pyridin-3-yl)-6-ethoxypyrazolo[1,5-a]pyridine-3-carbonitrile CN(C1(CCN(CC1)C1=CC=C(C=N1)C=1C=2N(C=C(C1)OCC)N=CC2C#N)CC2=NC=CC=C2)C